3,5,7-trihydroxy-4H-chromen-4-one OC1=COC2=CC(=CC(=C2C1=O)O)O